ClC1=C(C=C(C=C1)C1=CN(C2=NC=C(C=C21)NC(C=C)=O)C)F N-(3-(4-Chloro-3-fluorophenyl)-1-methyl-1H-pyrrolo[2,3-b]pyridin-5-yl)acrylamide